S1C2=C(C=C1)C=C(C=C2)CNC(=O)[C@@H]2N(CCN(C2)C=2C=1C(N=CN2)=NN(C1)C1=CC(=C(C=C1)C)F)C (R)-N-(benzo[b]thiophen-5-ylmethyl)-4-(2-(3-fluoro-4-methylphenyl)-2H-pyrazolo[3,4-d]pyrimidin-4-yl)-1-methylpiperazine-2-carboxamide